ClC1=C(C(=C(C=C1OC)OC)Cl)N1C(N(C2=NC(=NC=C2C1)NC1=CC(=C(C=C1)F)F)C1CCN(CC1)C(\C=C\CN(C)C)=O)=O (E)-3-(2,6-dichloro-3,5-dimethoxyphenyl)-7-((3,4-difluorophenyl)-amino)-1-(1-(4-(dimethylamino)but-2-enoyl)piperidin-4-yl)-3,4-dihydro-pyrimido[4,5-d]pyrimidin-2(1H)-one